NOCCCCCCON 1,6-diaminooxyhexane